2-sec-butyl-2-methyl-1,3-propanediol C(C)(CC)C(CO)(CO)C